1-(1,3-Benzodioxol-4-yl)-N-(benzofuran-2-ylmethyl)methylamine O1COC2=C1C=CC=C2CNCC=2OC1=C(C2)C=CC=C1